4-FORMYLQUINOLINE-8-CARBOXYLIC ACID C(=O)C1=CC=NC2=C(C=CC=C12)C(=O)O